(P)-5-(4-(4-(aminomethyl)-1-oxo-1,2-dihydrophthalazin-6-yl)-1-methyl-1H-pyrazol-5-yl)-4-chloro-1H-benzo[d]imidazole-6-carbonitrile NCC1=NNC(C2=CC=C(C=C12)C=1C=NN(C1C1=C(C2=C(NC=N2)C=C1C#N)Cl)C)=O